C(C)(=O)NC1C(C2OC(OCC2OC1OC1=CC=C(C=C1)\C=C\C(C1=CC=CC=C1)=O)(C)C)OCC(=O)O 2-[[7-Acetamido-2,2-dimethyl-6-[4-[(E)-3-oxo-3-phenylprop-1-enyl]phenoxy]-4,4a,6,7,8,8a-hexahydropyrano[3,2-d][1,3]dioxin-8-yl]oxy]acetic acid